OC(C=C)(C=C)C 3-hydroxy-3-methylpentadiene